O=C[C@H](O)[C@@H](O)[C@H](O)[C@H](O)C(=O)[O-] D-glucuronate